O=C1CC2(C1)CN(C2)C2=NC=CC(=N2)COC2=CC=C(C=C2)C(C)(C)C2=CC=C(C=C2)C#CCNC(OC(C)(C)C)=O tert-butyl (3-(4-(2-(4-((2-(2-oxo-6-azaspiro[3.3]heptane-6-yl)pyrimidin-4-yl)methoxy)phenyl)propan-2-yl) Phenyl)prop-2-yn-1-yl)carbamate